CNC(=O)C1CCCCC1 N-methyl-cyclohexane-1-formamide